1-Butyl-5-(diaminomethylene)-3-((1s,4s)-4-(hydroxymethyl)-4-((5-methyl-2,4-dioxo-3,4-dihydropyrimidin-1(2H)-yl)methyl)cyclohexyl)pyrimidine-2,4,6(1H,3H,5H)-trione C(CCC)N1C(N(C(C(C1=O)=C(N)N)=O)C1CCC(CC1)(CN1C(NC(C(=C1)C)=O)=O)CO)=O